O=C1NC(CCC1N1C(C2=CC=CC(=C2C1)C#CCCCCCCN1CCN(CC1)C1=CC=C(N=N1)C(=O)N1CCC(CC1)CCCCNC(\C=C\C=1C=NC=CC1)=O)=O)=O (E)-N-(4-(1-(6-(4-(8-(2-(2,6-dioxopiperidin-3-yl)-1-oxoisoindolin-4-yl)oct-7-yn-1-yl)piperazin-1-yl)pyridazine-3-carbonyl)piperidin-4-yl)butyl)-3-(pyridin-3-yl)acrylamide